C(C)(C)(C)OC(=O)N1[C@@H](CCC1)C(NCCNC(=O)OCC1=CC=CC=C1)=O.BrC1=C(N)C=CC=C1COCC 2-bromo-3-(ethoxymethyl)aniline tert-butyl-(2S)-2-[(2-{[(benzyloxy)carbonyl]amino}ethyl)carbamoyl]pyrrolidine-1-carboxylate